2-((4-(trifluoromethyl)-2-pyridinyl)carbonyl)-2-azabicyclo[3.1.0]hexane-3-carboxamide FC(C1=CC(=NC=C1)C(=O)N1C2CC2CC1C(=O)N)(F)F